ClC1=NS(C2=C(N1)C(=C(C=C2)F)C(C)C2=C(C(=CC=C2)Cl)Cl)(=O)=O 3-chloro-5-[1-(2,3-dichlorophenyl)ethyl]-6-fluoro-4H-1,2,4-benzothiadiazine 1,1-dioxide